6-(4-fluorophenyl)-1,3-dihydroimidazo[4,5-c]pyridin-2-one FC1=CC=C(C=C1)C1=CC2=C(C=N1)NC(N2)=O